N-[[6-[(6-Methylcyclohex-3-en-1-yl)methoxy]-2-pyridyl]sulfonyl]-2-(2,2,4-trimethylpyrrolidin-1-yl)pyridin-3-carboxamid CC1CC=CCC1COC1=CC=CC(=N1)S(=O)(=O)NC(=O)C=1C(=NC=CC1)N1C(CC(C1)C)(C)C